CERIUM SULFAT S(=O)(=O)([O-])[O-].[Ce+3].S(=O)(=O)([O-])[O-].S(=O)(=O)([O-])[O-].[Ce+3]